5-((1r,4S)-4-hydroxycyclohexyl)-N3-methyl-1-((S)-1-phenylethyl)-1H-pyrazole-3,5-dicarboxamide OC1CCC(CC1)C1(C=C(NN1[C@@H](C)C1=CC=CC=C1)C(=O)NC)C(=O)N